cyclopentyl-5H-pyrrolo[2,3-b]pyrazine C1(CCCC1)C=1N=C2C(=NC1)NC=C2